CC12C3CCC4(C(CCC4C3CCC2=CC(CC1)=O)C(C)=NOC(C1=CN=CC=C1)=O)C 10,13-dimethyl-17-(1-((nicotinoyloxy)imino)ethyl)-6,7,8,9,10,11,12,13,14,15,16,17-dodecahydro-1H-cyclopenta[a]phenanthren-3(2H)-one